(S)-1-(1-amino-1'-(6-amino-5-((2-amino-3-chloropyridin-4-yl)thio)pyrazin-2-yl)-1,3-dihydrospiro[indene-2,4'-piperidin]-6-yl)urea N[C@@H]1C2=CC(=CC=C2CC12CCN(CC2)C2=NC(=C(N=C2)SC2=C(C(=NC=C2)N)Cl)N)NC(=O)N